2-amino-N-{(1S,2S)-2-[(4-{2-[2-(dimethylamino)acetamido]-2,3-dihydro-1H-inden-5-yl}phenyl)methoxy]cyclopentyl}-5-(1-methyl-1H-pyrazol-4-yl)pyridine-3-carboxamide NC1=NC=C(C=C1C(=O)N[C@@H]1[C@H](CCC1)OCC1=CC=C(C=C1)C=1C=C2CC(CC2=CC1)NC(CN(C)C)=O)C=1C=NN(C1)C